C(C=C)[C@@H]1[C@@H]([C@H]([C@H]2OC(OC[C@H]2O1)(C)C)N1N=NC(=C1)C1=C(C(=C(C=C1)Cl)F)F)O (4aR,6R,7R,8R,8aR)-6-allyl-8-(4-(4-chloro-2,3-difluorophenyl)-1H-1,2,3-triazol-1-yl)-2,2-dimethylhexahydropyrano[3,2-d][1,3]dioxin-7-ol